21,36-di-tert-butyl 1-(2,5-dioxopyrrolidin-1-yl) (S)-8,13-bis(tert-butoxycarbonyl)-3,18,23-trioxo-4,8,13,17,22-pentaazahexatriacontane-1,21,36-tricarboxylate C(C)(C)(C)OC(=O)N(CCCNC(CCC(=O)ON1C(CCC1=O)=O)=O)CCCCN(CCCNC(CC[C@H](NC(CCCCCCCCCCCCCC(=O)OC(C)(C)C)=O)C(=O)OC(C)(C)C)=O)C(=O)OC(C)(C)C